2-(3-((6-cyano-2-((7-methyl-5-(methylsulfonyl)-1H-indol-4-yl)methyl)-2H-indazol-7-yl)oxy)azetidin-1-yl)acetic acid C(#N)C=1C=CC2=CN(N=C2C1OC1CN(C1)CC(=O)O)CC1=C2C=CNC2=C(C=C1S(=O)(=O)C)C